C(CCCCCCCCCCCCCCCCC)N1C=[N+](C=C1)C 1-octadecyl-3-methylimidazolium